2-(3-hydroxy-4-methoxyphenyl)ethylamine OC=1C=C(C=CC1OC)CCN